5-[(4R,8R,9aS)-4-methyl-8-[4-[(2S)-morpholin-2-yl]anilino]-1,3,4,6,7,8,9,9a-octahydropyrido[1,2-a]pyrazin-2-yl]quinoline-8-carbonitrile C[C@@H]1CN(C[C@H]2N1CC[C@H](C2)NC2=CC=C(C=C2)[C@H]2CNCCO2)C2=C1C=CC=NC1=C(C=C2)C#N